7-bromo-4-(cyclopropyldifluoromethyl)-6-fluoroquinazolin-2(1H)-one BrC1=C(C=C2C(=NC(NC2=C1)=O)C(F)(F)C1CC1)F